5-chloro-2-methyl-N-((1r,4r)-4-((2-oxo-3-phenyl-2,3-dihydro-1H-benzo[d]imidazol-1-yl)methyl)cyclohexyl)nicotinamide ClC=1C=NC(=C(C(=O)NC2CCC(CC2)CN2C(N(C3=C2C=CC=C3)C3=CC=CC=C3)=O)C1)C